(1S,2S)-8-Chloro-1-hydroxy-1,2,3,4-tetrahydronaphthalin-2-yl-carbamat ClC=1C=CC=C2CC[C@@H]([C@H](C12)O)NC([O-])=O